3,3-difluoro-(R)-4-methyl-7-(methylsulfanyl)-1,2,3,4-tetrahydroquinolin-2-one FC1(C(NC2=CC(=CC=C2[C@H]1C)SC)=O)F